4-(5-((2-(5-Cyanoindolin-1-yl)-2-oxoethyl)thio)-1H-tetrazol-1-yl)benzoic acid C(#N)C=1C=C2CCN(C2=CC1)C(CSC1=NN=NN1C1=CC=C(C(=O)O)C=C1)=O